4-(1-(4-iodo-1H-pyrazol-1-yl)ethyl)pyridine IC=1C=NN(C1)C(C)C1=CC=NC=C1